pentaerythritol tetra(bis-T-butyl hydroxy hydrocinnamate) C(C)(C)(C)C(C(C(=O)OCC(COC(C(C(C1=CC=CC=C1)C(C)(C)C)(O)C(C)(C)C)=O)(COC(C(C(C1=CC=CC=C1)C(C)(C)C)(O)C(C)(C)C)=O)COC(C(C(C1=CC=CC=C1)C(C)(C)C)(O)C(C)(C)C)=O)(O)C(C)(C)C)C1=CC=CC=C1